N-cyclohexyl-5-(3,4-difluorophenyl)-1H-pyrrolo[2,3-b]pyridin-4-amine C1(CCCCC1)NC=1C2=C(N=CC1C1=CC(=C(C=C1)F)F)NC=C2